S-benzyl thioformate C(=O)SCC1=CC=CC=C1